BrC=1C(=NC=CC1SC)Cl 3-bromo-2-chloro-4-(methylthio)pyridine